Ethyl (E)-3-((3-butyl-3-ethyl-7-(methylthio)-1,1-dioxido-5-(4-pivalamidophenyl)-2,3,4,5-tetrahydro-1,5-benzothiazepin-8-yl)oxy)acrylate C(CCC)C1(CS(C2=C(N(C1)C1=CC=C(C=C1)NC(C(C)(C)C)=O)C=C(C(=C2)O/C=C/C(=O)OCC)SC)(=O)=O)CC